3-mercapto-propionate SCCC(=O)[O-]